N-[1-(2-pyrimidin-2-yl-1,2,4-triazol-3-yl)ethyl]-5-(trifluoromethyl)isoxazolo[5,4-b]pyridin-3-amine N1=C(N=CC=C1)N1N=CN=C1C(C)NC1=NOC2=NC=C(C=C21)C(F)(F)F